4-((5-(6-bromopyridin-2-yl)-1H-pyrazol-3-yl)amino)-3-methylphenol BrC1=CC=CC(=N1)C1=CC(=NN1)NC1=C(C=C(C=C1)O)C